Racemic-N-(3-chloro-5-methanesulfonamidophenyl)-4-{5-fluoro-3-[1-(3-fluoro-5-methanesulfonylphenyl)ethoxy]pyridin-2-yl}-5-methyl-thiophene-2-carboxamide ClC=1C=C(C=C(C1)NS(=O)(=O)C)NC(=O)C=1SC(=C(C1)C1=NC=C(C=C1O[C@H](C)C1=CC(=CC(=C1)S(=O)(=O)C)F)F)C |r|